C(CCCCCCCCCCCCC)NCCCN(C)C N1-tetradecyl-N3,N3-dimethylpropane-1,3-diamine